N,N-bis(4-cyclohexylbenzene-1-yl)aminobenzene C1(CCCCC1)C1=CC=C(C=C1)N(C1=CC=C(C=C1)C1CCCCC1)C1=CC=CC=C1